(+)-3-(3-fluoro-2-methoxyanilino)-2-{3-[(2-methyloxetan-2-yl)methoxy]pyridin-4-yl}-1,5,6,7-tetrahydro-4H-pyrrolo[3,2-c]pyridin-4-one FC=1C(=C(NC2=C(NC3=C2C(NCC3)=O)C3=C(C=NC=C3)OCC3(OCC3)C)C=CC1)OC